FC(C=1C=C(CN2C=C(C=3C2=NC=CC3)/C=C(/C(=O)OCC)\C#N)C=C(C1)C(F)(F)F)(F)F Ethyl (E)-3-(1-(3,5-bis(trifluoromethyl)benzyl)-1H-pyrrolo[2,3-b]pyridin-3-yl)-2-cyanoacrylate